C(CC)C1=C(C=CC(=C1)N)C1=CC=CC=C1 propyl-[1,1'-biphenyl]-4-amine